Methyl 4-((3-chlorophenyl)amino)-3-methylthieno[3,4-c]quinoline-7-carboxylate ClC=1C=C(C=CC1)NC1=NC=2C=C(C=CC2C=2C1=C(SC2)C)C(=O)OC